FC1([C@H](CN(CC1)[C@H](C(=O)NC1=NC=C(C=C1)OC1=CC(=C(C=C1)F)F)C)C1=CNC(C=C1)=O)F (S)-2-((S)-4,4-difluoro-3-(6-oxo-1,6-dihydropyridin-3-yl)piperidin-1-yl)-N-(5-(3,4-difluorophenoxy)pyridin-2-yl)propionamide